2-(2-chloro-5-fluoro-4-nitrophenoxy)acetonitrile ClC1=C(OCC#N)C=C(C(=C1)[N+](=O)[O-])F